CC=1C=CC(=C(C1)S(=O)(=O)Cl)[N+](=O)[O-] 5-methyl-2-nitrobenzene-1-sulfonyl chloride